N=1C=CN2C1N=CC(=C2)C=2C=CN1N=C(N=C(C12)OC)N[C@H](C)C1=NC=CC=C1 (R)-5-(imidazo[1,2-a]pyrimidin-6-yl)-4-methoxy-N-(1-(pyridin-2-yl)ethyl)pyrrolo[2,1-f][1,2,4]triazin-2-amine